N1-((1R,2R)-2-amino-1,2-diphenylethyl)-N3-(2-chlorophenyl)malonamide N[C@@H]([C@@H](C1=CC=CC=C1)NC(CC(=O)NC1=C(C=CC=C1)Cl)=O)C1=CC=CC=C1